4-{(9,9-dimethylfluoren-2-yl)-(biphenyl-4-yl)amino}-4'-(biphenyl-4-yl-anilino)-2-phenyl-biphenyl CC1(C2=CC=CC=C2C=2C=CC(=CC12)N(C1=CC(=C(C=C1)C1=CC=C(C=C1)N(C1=CC=CC=C1)C1=CC=C(C=C1)C1=CC=CC=C1)C1=CC=CC=C1)C1=CC=C(C=C1)C1=CC=CC=C1)C